3-cyclopropyl-N-(3'-(difluoromethoxy)-4,5'-difluoro-[1,1'-biphenyl]-3-yl)benzenesulfonamide C1(CC1)C=1C=C(C=CC1)S(=O)(=O)NC=1C=C(C=CC1F)C1=CC(=CC(=C1)F)OC(F)F